(3-chloro-5-methanesulfonamidophenyl)-5-(3,5-difluoropyridin-2-yl)-1-methyl-1H-pyrrole-3-carboxamide ClC=1C=C(C=C(C1)NS(=O)(=O)C)C=1N(C(=CC1C(=O)N)C1=NC=C(C=C1F)F)C